trans-3-(cyanoamino)-N-[5-(oxazolidin-4-yl)-1,3-thiazol-2-yl]cyclobutane-1-carboxamide C(#N)N[C@@H]1C[C@H](C1)C(=O)NC=1SC(=CN1)C1NCOC1